Cl.N1(CCCCC1)C(N)=N piperidin-1-carboximidamide Hydrochloride